2-(5-Bromo-4-methyl-1H-benzotriazol-1-yl)-N,N-dimethylethaneamine BrC1=C(C2=C(N(N=N2)CCN(C)C)C=C1)C